BrC=1C2=C(SC1C(F)(F)P(OCC)(OCC)=O)C(=CC(=C2)CO)OCCCC(F)(F)F diethyl ((3-bromo-5-(hydroxymethyl)-7-(4,4,4-trifluorobutoxy)benzo[b]thiophen-2-yl)difluoromethyl)phosphonate